C(C)(=O)C1=C(C=C(C(=C1)OC)OC)NC(C1=CC(=C(C=C1)OC)F)=O N-(2-acetyl-4,5-dimethoxyphenyl)-3-fluoro-4-methoxybenzamide